3-nitro-5H,6H,7H-pyrazolo[3,2-b][1,3]thiazine [N+](=O)([O-])C=1C=NN2C1SCCC2